BrC1=C(C2CCC1O2)C(=O)OC(C)(C)C Tert-Butyl 3-bromo-7-oxabicyclo[2.2.1]hept-2-ene-2-carboxylate